C(C)C=1C=C(OC2=C(C=C(C=C2)C2C=3C(NC(C2)=O)=NNC3)OC)C=CC1 4-[4-(3-Ethylphenoxy)-3-methoxyphenyl]-2H,4H,5H,6H,7H-pyrazolo[3,4-b]pyridin-6-one